FC1=CC(=C(C(=O)N(C)OC)C=C1F)[N+](=O)[O-] 4,5-difluoro-N-methoxy-N-methyl-2-nitro-benzamide